kalium hypophosphite [PH2](=O)[O-].[K+]